8-(3,5-dimethylimidazo[1,2-a]pyridin-8-yl)-N-((5-fluoro-2,3-dihydrobenzofuran-4-yl)methyl)-[1,2,4]triazolo[4,3-c]pyrimidin-5-amine CC1=CN=C2N1C(=CC=C2C=2C=1N(C(=NC2)NCC2=C(C=CC3=C2CCO3)F)C=NN1)C